C(C)N(CCCOC1=C(C=C(C=C1F)NC1=NC=C(C(=N1)N1OCCC1C1=CC=CC=C1)C#N)F)CC 2-((4-(3-(diethylamino)propoxy)-3,5-difluorophenyl)amino)-4-(3-phenylisoxazolidin-2-yl)pyriMidin-5-carbonitrile